[Cl-].[Cl-].C(C1=CC=CC=C1)(=O)C(C(C1=CC=CC=C1)=O)=[Zr+2]C1=C(C=CC=2C3=CC=C(C=C3CC12)C(C)(C)C)C(C)(C)C dibenzoylmethylene(2,7-di-t-butylfluorenyl)zirconium dichloride